C1(CC1)C=1C=C2C(=NC(=NC2=C(C1C1=C2C=NNC2=CC=C1C)OCC)OC1CCN(CC1)CCOC)N1CCC2(CN(C2)C(C(=C)F)=O)CC1 1-(7-(6-Cyclopropyl-8-ethoxy-2-((1-(2-methoxyethyl)piperidin-4-yl)oxy)-7-(5-methyl-1H-indazol-4-yl)quinazolin-4-yl)-2,7-diazaspiro[3.5]nonan-2-yl)-2-fluoroprop-2-en-1-one